(7S)-2,4-dichloro-7'-fluoro-6-methyl-spiro[5,8-dihydropyrido[4,3-d]pyrimidine-7,1'-indane] ClC=1N=C(C2=C(N1)C[C@]1(CCC3=CC=CC(=C13)F)N(C2)C)Cl